(4-((6,7-dimethoxyquinazolin-4-yl)oxy)-3-chlorophenyl)-1-(4-fluorophenyl)-2-oxo-1,2,4,5,6,7-hexahydropyrazolo[1,5-a]pyridine-3-carboxamide COC=1C=C2C(=NC=NC2=CC1OC)OC1=C(C=C(C=C1)C1C=2N(CCC1)N(C(C2C(=O)N)=O)C2=CC=C(C=C2)F)Cl